C(C)(C)(C)OC(=O)N1[C@@H](C[C@@H](CC1)NCC(F)F)C1=CC=CC=C1 (2s,4r)-4-((2,2-difluoroethyl)amino)-2-phenylpiperidine-1-carboxylic acid tert-butyl ester